C(C)C=1N(C=C(N1)C(=O)NCC1CCC(CC1)S(=O)(=O)C)C1=C(C=C(C=C1)C[C@@H](C(F)(F)F)C)OC |o1:28| 2-Ethyl-1-(2-methoxy-4-((S*)-3,3,3-trifluoro-2-methylpropyl)phenyl)-N-(((1r,4s)-4-(methylsulfonyl)cyclohexyl)methyl)-1H-imidazole-4-carboxamide